COP(OC)(=O)ON(CC1=CC=CC=C1)C(C(CC)(C)C)=O ((N-benzyl-2,2-dimethylbutyrylamino)oxy)phosphonic acid dimethyl ester